5-[4-(2,2-difluoro-benzo[1,3]dioxol-4-yl)-2,6-difluoro-phenyl]pentanoic acid FC1(OC2=C(O1)C=CC=C2C2=CC(=C(C(=C2)F)CCCCC(=O)O)F)F